O1CC(C1)N1CCN(CC1)C1=NC=NC2=CC=C(C=C12)C1=CC(=NC=C1)N 4-(4-(4-(oxetan-3-yl)piperazin-1-yl)quinazolin-6-yl)pyridin-2-amine